[K].[Na] natrium kalium